ClC1=NC=C2C(=N1)NN=C2 6-chloropyrazolo[3,4-d]pyrimidine